OC(C(C)(C)O)C1=C(NC(C)C=2C=C(C=C3C(N(C(=NC23)N2CCOCC2)C)=O)C)C=CC=C1 8-[1-[2-(1,2-dihydroxy-2-methyl-propyl)anilino]ethyl]-3,6-dimethyl-2-morpholino-quinazolin-4-one